CNC1=NC=CC=C1C=O 2-(methylamino)pyridine-3-carbaldehyde